1-(2-(difluoromethoxy)-4-fluorophenyl)ethan-1-one FC(OC1=C(C=CC(=C1)F)C(C)=O)F